methyl 2-(bromomethyl)-5-[[(2S)-2-[(methanesulfonyloxy)methyl] morpholin-4-yl] methyl]-3-(trifluoromethyl)benzoate BrCC1=C(C(=O)OC)C=C(C=C1C(F)(F)F)CN1C[C@H](OCC1)COS(=O)(=O)C